(R)-2-((3-(1-(6-(4-Carboxyphenyl)pyridin-3-yl)-2-oxo-1,2-dihydro-3H-imidazo[4,5-b]pyridin-3-yl)pyrrolidin-1-yl)methyl)-1-methyl-1H-imidazole-5-carboxylic Acid C(=O)(O)C1=CC=C(C=C1)C1=CC=C(C=N1)N1C(N(C2=NC=CC=C21)[C@H]2CN(CC2)CC=2N(C(=CN2)C(=O)O)C)=O